ClC=1C=C2C=CN(C2=C(C1F)F)[C@@H]1CNCC1 (S)-5-Chloro-6,7-difluoro-N-(pyrrolidin-3-yl)-1H-indole